benzyl 3-(4-chlorophenyl)-3-[4-[4-(trifluoromethoxy)phenyl]imidazol-1-yl]pyrrolidine-1-carboxylate ClC1=CC=C(C=C1)C1(CN(CC1)C(=O)OCC1=CC=CC=C1)N1C=NC(=C1)C1=CC=C(C=C1)OC(F)(F)F